C(#N)C1=CC(=C(C=C1)B(O)O)OC 4-CYANO-2-METHOXYPHENYLBORONIC ACID